ClC1=C(C(=O)OC2CC(NC(C2)(C)C)(C)C)C=CC=C1 4-(o-chlorobenzoyloxy)-2,2,6,6-tetramethylpiperidine